(S)-(1-(2-(4-chlorophenyl)propan-2-yl)-3-(4-(methylsulfonyl)phenethyl)pyrrolidin-3-yl)methanol ClC1=CC=C(C=C1)C(C)(C)N1C[C@@](CC1)(CCC1=CC=C(C=C1)S(=O)(=O)C)CO